4-[7-(4-nitrobenzyl)-2,7-diazaspiro[3.5]non-2-yl]-6-(2,2,2-trifluoroethyl)quinazoline [N+](=O)([O-])C1=CC=C(CN2CCC3(CN(C3)C3=NC=NC4=CC=C(C=C34)CC(F)(F)F)CC2)C=C1